N-(4-(2-(((1r,4r)-4-aminocyclohexyl)amino)-quinazolin-6-yl)-3-fluorophenyl)-2-chlorobenzene-sulfonamide NC1CCC(CC1)NC1=NC2=CC=C(C=C2C=N1)C1=C(C=C(C=C1)NS(=O)(=O)C1=C(C=CC=C1)Cl)F